(E-Z)-3-(2-(5-cyclohexyl-4-methylpent-4-en-2-yl)-1,3-dioxolan-4-yl)-1-phenylpropan-1-one C1(CCCCC1)/C=C(/CC(C)C1OCC(O1)CCC(=O)C1=CC=CC=C1)\C